2-(1-(2-methoxyethyl)-1H-pyrazol-4-yl)-1-(2,2,2-trifluoroethyl)-1H-indol COCCN1N=CC(=C1)C=1N(C2=CC=CC=C2C1)CC(F)(F)F